C(C)(C)(C)OC(=O)N1[C@H](CC[C@@H](C1)C)C(=O)O (2R,5S)-1-tert-butoxycarbonyl-5-methyl-piperidine-2-carboxylic acid